ClC=1C=C(C=C(C1SC(F)(F)F)B1OC(C(O1)(C)C)(C)C)O 3-chloro-5-(4,4,5,5-tetramethyl-1,3,2-dioxaborolan-2-yl)-4-(trifluoromethylsulfanyl)phenol